N,N-dimethyl-3-((5-(4,4,5,5-tetramethyl-1,3,2-dioxaborolan-2-yl)pyridine-2-yl)oxy)propane-1-amine CN(CCCOC1=NC=C(C=C1)B1OC(C(O1)(C)C)(C)C)C